(aminomethyl)-5-(1-methyl-1H-pyrazol-5-yl)pyridazin-3(2H)-one NCN1N=CC(=CC1=O)C1=CC=NN1C